CC1=C(C=CC=C1C)NC(C)=O N-(2,3-dimethylphenyl)acetamide